3-(4-(morpholinomethyl)-6-((5-(5-phenyl-1,3,4-oxadiazol-2-yl)thiazol-2-yl)amino)pyridin-2-yl)phenol O1CCN(CC1)CC1=CC(=NC(=C1)NC=1SC(=CN1)C=1OC(=NN1)C1=CC=CC=C1)C=1C=C(C=CC1)O